8-bromo-N-(2-cyanopropan-2-yl)-1-(3,5-difluorophenyl)-7-methoxy-1,4-dihydrobenzopyrano[4,3-c]Pyrazole-3-carboxamide BrC=1C(=CC2=C(C1)C=1N(N=C(C1CO2)C(=O)NC(C)(C)C#N)C2=CC(=CC(=C2)F)F)OC